NC=1C=C(C=C(C1)C(F)(F)F)[C@@H](C)NC1=NC(=NC2=CC(=C(C=C12)OC1CCN(CC1)CC=1C=C2CN(C(C2=CC1)=O)C1C(NC(CC1)=O)=O)OC)C 3-(5-((4-((4-(((R)-1-(3-amino-5-(trifluoromethyl)phenyl)ethyl)amino)-7-methoxy-2-methylquinazolin-6-yl)oxy)piperidin-1-yl)methyl)-1-oxoisoindolin-2-yl)piperidine-2,6-dione